(2S,4R)-1-[(2S)-2-(4-cyclopropyltriazol-1-yl)-3,3-dimethyl-butanoyl]-4-hydroxy-N-[(4-pyrrolidin-1-yltetrahydropyran-4-yl)methyl]pyrrolidine-2-carboxamide C1(CC1)C=1N=NN(C1)[C@H](C(=O)N1[C@@H](C[C@H](C1)O)C(=O)NCC1(CCOCC1)N1CCCC1)C(C)(C)C